FC=1C=NC=CC1N1C(N(C=2C=NC=3C=C(C(=CC3C21)C=2N=NN(C2)C)OC)C)=O 1-(3-Fluoropyridin-4-yl)-7-methoxy-3-methyl-8-(1-methyl-1H-1,2,3-triazol-4-yl)-1,3-dihydroimidazo[4,5-c]quinolin-2-one